2-(benzo[c]isoxazole-3-carbonyl)-8,8-dimethyl-7-oxo-2-azaspiro[3.5]non-5-ene-6-carbonitrile N=1OC(=C2C1C=CC=C2)C(=O)N2CC1(C2)C=C(C(C(C1)(C)C)=O)C#N